5-amino-N-(quinolin-8-ylmethyl)-imidazo-[1,2-c]-quinazoline-2-carboxamide NC1=NC=2C=CC=CC2C=2N1C=C(N2)C(=O)NCC=2C=CC=C1C=CC=NC21